C(C)OC(C(OC(C(F)(F)F)C1=CC=C(C2=C1N=C(O2)N2CC1N(C(C2)C1)C(=O)OC(C)(C)C)C=1SC=CN1)(F)F)=O tert-Butyl 3-(4-(1-(2-ethoxy-1,1-difluoro-2-oxoethoxy)-2,2,2-trifluoroethyl)-7-(thiazol-2-yl)benzo[d]oxazol-2-yl)-3,6-diazabicyclo[3.1.1]heptane-6-carboxylate